ethyl 6H-thieno[2,3-e]indazole-2-carboxylate S1C(=CC=2C1=C1C=NNC1=CC2)C(=O)OCC